1-(2-Bromoethoxy)-4-(trifluoromethyl)benzene BrCCOC1=CC=C(C=C1)C(F)(F)F